C[C@H]1C[C@](C[C@H]([C@]2([C@H]3[C@]1(CCC3)CCC2C)C)O)(C)C=C The molecule is a tricyclic diterpenoid which is an intermediate in the biosynthetic pathway leading to the synthesis of the antibiotic, pleuromutilin. It is an organic hydroxy compound, a tricyclic diterpenoid and an alkene.